4,7-bis[4-(diphenylamino)phenyl]-2,1,3-benzothiadiazole-5,6-diamine C1(=CC=CC=C1)N(C1=CC=C(C=C1)C1=C(C(=C(C2=NSN=C21)C2=CC=C(C=C2)N(C2=CC=CC=C2)C2=CC=CC=C2)N)N)C2=CC=CC=C2